C(C)N(C(C1=C(C=CC(=C1)F)OC1=C(N=CN=N1)O)=O)C(C)C N-ethyl-5-fluoro-2-((5-hydroxy-1,2,4-triazin-6-yl)oxy)-N-isopropylbenzamide